COC1=C2C(=C(C=C1)O)C(=O)C3=C(C=C(C=C3O2)OC)O The molecule is a member of the class of xanthones that is the 5-O-methyl derivative of bellidifolin. Isolated from Centaurium erythraea and Swertia chirayita, it exhibits hypoglycemic activity. It has a role as a hypoglycemic agent and a metabolite. It is a member of xanthones, an aromatic ether and a member of phenols. It derives from a bellidifolin.